(E)-4-(3-((benzyloxy)methyl)-4-ethyl-5-oxo-4,5-dihydro-1H-1,2,4-triazole-1-Yl)-2-(2-ethoxyvinyl)-5-fluorobenzoic acid tert-butyl ester C(C)(C)(C)OC(C1=C(C=C(C(=C1)F)N1N=C(N(C1=O)CC)COCC1=CC=CC=C1)\C=C\OCC)=O